OC1=C(C=CC(=C1)O)C(C)(C)C1=CC(=CC=C1)C(C)(C)C1=C(C=C(C=C1)O)O 1,3-bis(2',4'-dihydroxyphenyl-isopropyl)benzene